2-cyclopentyl-cyclopentanone C1(CCCC1)C1C(CCC1)=O